COCCCCCC(=O)O.C(C)(=O)OCCC(C)OC 3-methoxybutyl acetate (methoxybutyl acetate)